4-methyl-5-(2-acetoxyethyl)-thiazole CC=1N=CSC1CCOC(C)=O